(R)-2-(tert-butoxycarbonylamino)-3-methoxy-propionic acid methyl ester COC([C@@H](COC)NC(=O)OC(C)(C)C)=O